8-(1,1'-biphenyl-4-yl)-4-[3-(dibenzothiophene-4-yl)phenyl]-[1]Benzofuran C1(=CC=C(C=C1)C=1C=CC2=C(C3=C(S2)C(=CC=C3)C=3C=C(C=CC3)C3=CC=CC2=C3C=CO2)C1)C1=CC=CC=C1